FC(OC[C@H]1N(CCC1)C(=O)OC(C)(C)C)F tert-butyl (2S)-2-(difluoromethoxymethyl)pyrrolidine-1-carboxylate